C(C1=CC=CC=C1)N1N=C(C=C1C1CCCC1)CC1=NC(=NC=C1)N1C2CC(C1)(C2)CO [2-[4-[(1-Benzyl-5-cyclopentyl-pyrazol-3-yl)methyl]pyrimidin-2-yl]-2-azabicyclo[2.1.1]hexan-4-yl]methanol